10-nitro-1,2,4,4a,5,6-hexahydro-3H,12H-benzo[b]pyrazino[1,2-e][1,5]oxazocine-3-carboxylate [N+](=O)([O-])C1=CC2=C(OCCC3N(C2)CCN(C3)C(=O)[O-])C=C1